(R)-5-((1,2,4-thiadiazol-5-yl)amino)-N-(4-(chlorodifluoromethoxy)phenyl)-6-(3-hydroxypyrrolidin-1-yl)nicotinamide S1N=CN=C1NC=1C(=NC=C(C(=O)NC2=CC=C(C=C2)OC(F)(F)Cl)C1)N1C[C@@H](CC1)O